8-((2,3-difluorophenyl)amino)-6-(methoxymethyl)-7-(pyridin-4-yl)-3,4-dihydropyrrolo[1,2-a]pyrazin-1(2H)-one FC1=C(C=CC=C1F)NC=1C(=C(N2C1C(NCC2)=O)COC)C2=CC=NC=C2